N[C@H](C1CCN(CC1)C(=O)[C@H]1NCCOC1)C1=C(C=C(C(=C1)Cl)Cl)O (4-((R)-amino(4,5-dichloro-2-hydroxyphenyl)methyl)piperidin-1-yl)((S)-morpholin-3-yl)methanone